N=S(=O)C imino(methyl)-lambda6-sulfanone